naphthalen-2-yl 4-nitrobenzenesulfonate [N+](=O)([O-])C1=CC=C(C=C1)S(=O)(=O)OC1=CC2=CC=CC=C2C=C1